NC=1SC(=C(N1)C1=CC(=CC=C1)C#N)C1=C2C(=NC=C1)N(C=C2)C(=O)OC(C)(C)C tert-butyl 4-[2-amino-4-(3-cyanophenyl)thiazol-5-yl]pyrrolo[2,3-b]pyridine-1-carboxylate